C(C)(C)(C)OC(NC1C2=NC(=CC=C2CC12CCN(CC2)C=2C=1N(C(=C(N2)C)Br)N=CC1)OC)=O (1'-(7-bromo-6-methylpyrazolo[1,5-a]pyrazin-4-yl)-2-methoxy-5,7-dihydrospiro[cyclopenta[b]pyridin-6,4'-piperidin]-7-yl)carbamic acid tert-butyl ester